(3S,5R)-benzyl 4-(2-((5-((2-cyanoethyl) (methoxycarbonyl) amino) pyridin-2-yl) oxy) ethyl)-3,5-dimethylpiperazine-1-carboxylate C(#N)CCN(C=1C=CC(=NC1)OCCN1[C@H](CN(C[C@H]1C)C(=O)OCC1=CC=CC=C1)C)C(=O)OC